C(C=1C=C(C(=CC1)O)O)(C=1C=C(C(=CC1)O)O)C=1C=C(C(=CC1)O)O 4,4',4''-methanetriyltris(benzene-1,2-diol)